cyclobutylmethyl (4-nitrophenyl) carbonate C(OCC1CCC1)(OC1=CC=C(C=C1)[N+](=O)[O-])=O